N-(3-(3-amino-2-fluorophenyl)-2-methyl-1,6-naphthyridin-7-yl)acetamide NC=1C(=C(C=CC1)C=1C(=NC2=CC(=NC=C2C1)NC(C)=O)C)F